2-(2,2-diphenylethyl)-8-(naphthalen-2-ylmethyl)hexahydro-2H-pyrazino[1,2-a]pyrazine-6,9-dione C1(=CC=CC=C1)C(CN1CC2N(CC1)C(CN(C2=O)CC2=CC1=CC=CC=C1C=C2)=O)C2=CC=CC=C2